N-cyclopropyl-2-(difluoromethoxy)-4-[7-(1-hydroxy-2-methoxy-1-methyl-ethyl)imidazo[1,2-a]pyridin-3-yl]-6-methoxy-benzamide C1(CC1)NC(C1=C(C=C(C=C1OC)C1=CN=C2N1C=CC(=C2)C(COC)(C)O)OC(F)F)=O